NC(CCC[C@H](NC(OC(C)(C)C)=O)C(NCCCCCCNC(CCCCCCCCCCC)=O)=O)C(NC(C(NCCCC(=O)OC(C)(C)C)=O)CCCCNC(=O)OC(C)(C)C)=O tert-butyl 10-amino-13-(4-((tert-butoxycarbonyl)amino)butyl)-l-6-((6-dodecanamidohexyl)carbamoyl)-2,2-dimethyl-4,11,14-trioxo-3-oxa-5,12,15-triazanonadecan-19-oate